C(CCCCCC\C=C/CC)=O CIS-8-UNDECEN-1-AL